S(O)(O)(=O)=O.C(CCC)(=O)NC1=CC2=NC3=C(C=CC=C3C2=CC=C1)CNC(C)CC 7-(butyroyl)amino-4-(sec-butyl)aminomethylcyclohepta[7,6-b]indole bisulfate